OC[C@@H](C)OC1=NC=C(C=N1)NC(O[C@@H](COC1=C(C=C2C(=N1)SC(=N2)C2=C1N=CC(=NC1=CC(=C2)C)OC)F)C)=O (R)-1-((6-fluoro-2-(2-methoxy-7-methylquinoxalin-5-yl)thiazolo[5,4-b]pyridin-5-yl)oxy)propan-2-yl (2-(((R)-1-hydroxypropan-2-yl)oxy)pyrimidin-5-yl)carbamate